CC1=CC[C@@H](CC1)C(=C)C The molecule is an optically active form of limonene having (4R)-configuration. It has a role as a plant metabolite. It is an enantiomer of a (4S)-limonene.